tert-butyl 2-(1-(5-chloropyridin-2-yl)ethyl)-3-oxo-2,8-diazaspiro[4.5]decane-8-carboxylate ClC=1C=CC(=NC1)C(C)N1CC2(CC1=O)CCN(CC2)C(=O)OC(C)(C)C